ClC1=NC=CC(=C1C=O)C 2-CHLORO-3-FORMYL-4-PICOLINE